N-(3-fluoro-4-((6-methoxy-7-(2-(3-methoxypiperidin-1-yl)ethoxy)quinolin-4-yl)oxy)phenyl)-5-(4-fluorophenyl)-6-oxo-2,3,5,6-tetrahydrofuro[3,2-c]pyridine-7-carboxamide FC=1C=C(C=CC1OC1=CC=NC2=CC(=C(C=C12)OC)OCCN1CC(CCC1)OC)NC(=O)C1=C2C(=CN(C1=O)C1=CC=C(C=C1)F)CCO2